Cl.C(C(CC)([2H])[2H])(=O)C1(CCN(CC1)[2H])[2H] 4-(Butyryl-2,2-d2)piperidine-1,4-d2 hydrochloride